NC=1C=CC(=C(C1)B(O)O)Cl 5-amino-2-chlorobenzeneboronic acid